ClC1=C(C(=CC(=C1)F)F)CC(=O)O (2-chloro-4,6-difluorophenyl)acetic acid